C1C(CC2=CC=CC=C12)NC(=O)C1=NC(=CC(=N1)NC(OC(C)(C)C)=O)NC1=C(C=CC=C1)OC Tert-butyl (2-((2,3-dihydro-1H-inden-2-yl)carbamoyl)-6-((2-methoxyphenyl)amino)-pyrimidin-4-yl)carbamate